Cl(=O)(=O)(=O)[O-].C(C)(C)(C)[N+]=1OC(=CC1)C 2-tert-butyl-5-methyl-isoxazolium perchlorate